4-amino-N,1-dimethyl-7-(trifluoromethyl)-N-((1R)-1-(6-(trifluoromethyl)-3-pyridazinyl)ethyl)-1H-pyrazolo[4,3-c]quinoline-8-carboxamide NC1=NC=2C=C(C(=CC2C2=C1C=NN2C)C(=O)N([C@H](C)C=2N=NC(=CC2)C(F)(F)F)C)C(F)(F)F